O1C=C(C=C1)C([O-])=S furan-3-carbothioate